3-Bicyclo[2.2.1]hept-5-en-2-yl-3-hydroxypropionate C12C(CC(C=C1)C2)C(CC(=O)[O-])O